(S)-N-cyano-N'-((3,3-dimethyl-1,2,3,5,6,7-hexahydrodicyclopenta[b,e]pyridin-8-yl)carbamoyl)-2-(2-hydroxypropan-2-yl)thiazole-5-sulfonimidamide C(#N)N[S@@](=O)(=NC(NC1=C2C(=NC3=C1CCC3)C(CC2)(C)C)=O)C2=CN=C(S2)C(C)(C)O